6-(5-fluoro-2-methoxybenzyl)-8-(4-methoxy-3-(pentyloxy)phenyl)-2,6,8-triazaspiro[3.5]nonan-7-one FC=1C=CC(=C(CN2CC3(CNC3)CN(C2=O)C2=CC(=C(C=C2)OC)OCCCCC)C1)OC